5-(8-methoxy-[1,2,4]triazolo[1,5-a]pyridin-6-yl)-N-(1-methylpiperidin-4-yl)-4-(2,2,2-trifluoroethyl)-1H-pyrazole-3-carboxamide COC=1C=2N(C=C(C1)C1=C(C(=NN1)C(=O)NC1CCN(CC1)C)CC(F)(F)F)N=CN2